C1(CC1)C1=C(C(=NO1)C1=C(C=CC=C1Cl)Cl)CO[C@@H]1[C@@H]2CN([C@H](C1)C2)C2=CC=C(C=C2)CCC(=O)OC |&1:18| methyl 3-[4-[(1S,4S,SR)-5-[[5-cyclopropyl-3-(2,6-dichlorophenyl)-1,2-oxazol-4-yl]methoxy]-2-azabicyclo[2.2.1]heptan-2-yl]phenyl]propanoate